Cl.FC(C1(CC1)N1CCC(CC1)CN)(F)F (1-(1-(trifluoromethyl)cyclopropyl)piperidin-4-yl)methylamine hydrochloride